C(C1=CC=CC=C1)OC1=NC(=CC=C1N1C(N(C2=C1C=CC(=C2)NC2=C(C=C(C=C2)CC(=O)OC)C)C)=O)OCC2=CC=CC=C2 methyl 2-[4-[[1-(2,6-dibenzyloxy-3-pyridyl)-3-methyl-2-oxo-benzimidazol-5-yl]amino]-3-methyl-phenyl]acetate